S(=O)(=O)([O-])[O-].[Mn+2].[Fe+2].[Ni+2].S(=O)(=O)([O-])[O-].S(=O)(=O)([O-])[O-] nickel-iron-manganese sulfate